C(C)OC1=CC=C(C=N1)C1=CC=C(S1)C(=O)NC(C)C 5-(6-ethoxypyridin-3-yl)-N-isopropylthiophene-2-carboxamide